acryloyloxy Hexadecyldihydrogenphosphate C(CCCCCCCCCCCCCCC)OP(=O)(O)OOC(C=C)=O